C(#N)[C@H]1COCCN1CC1=CC=C(C=C1)C=1N=C(C2=C(N1)C(=CC=N2)C(=O)N)N[C@@H]2CNCCC2 (4-(((S)-3-cyanomorpholino)methyl)phenyl)-4-(((S)-piperidin-3-yl)amino)pyrido[3,2-d]pyrimidine-8-carboxamide